CC1=CC=C(C=C1)SC1=CC=C(C(=O)C2=CC=CC=C2)C=C1 4-(4'-methylphenylsulfanyl)benzophenone